C(C)(=O)C=1C=C(C=C2C(C(=C(OC12)N1CCC(CC1)(C)C)C=1C=NOC1)=O)C 8-acetyl-2-(4,4-dimethyl-1-piperidinyl)-3-isoxazol-4-yl-6-methyl-chromen-4-one